FC1=C2CN(CC2=CC(=C1F)F)C(=O)NC1=CC=C(C=C1)C12CC(C1)(C2)C(=O)O 3-(4-(4,5,6-trifluoroisoindoline-2-carboxamido)phenyl)bicyclo[1.1.1]pentane-1-carboxylic acid